C(=O)C1CN(CCO1)C=1C=CNC1 6-formyl-4-morpholinopyrrole